NC1=CC=C(C=C1)C=1C=C(SC1)CC#N 2-(4-(4-aminophenyl)thiophen-2-yl)acetonitrile